[HH] The molecule is an elemental molecule consisting of two hydrogens joined by a single bond. It has a role as an antioxidant, an electron donor, a fuel, a human metabolite and a member of food packaging gas. It is an elemental hydrogen, a gas molecular entity and an elemental molecule.